4,7-di-tert-butyl 5,8-dioxo-4,7-diazaspiro[2.5]octane-4,7-dicarboxylate O=C1N(C2(CC2)C(N(C1)C(=O)OC(C)(C)C)=O)C(=O)OC(C)(C)C